ClC1=CN=CC(=N1)C(C(=O)NC1=NC=C(C=C1)C1=NC(=CN=C1)OCC)(CCOC)C 2-(6-chloropyrazin-2-yl)-N-(5-(6-ethoxypyrazin-2-yl)pyridin-2-yl)-4-methoxy-2-methylbutanamide